Cl.N12C[C@H](C(CC1)CC2)N2C(C=1C=CC=C3C1C(=C2)CCC3)=O 2-[(S)-1-azabicyclo[2.2.2]oct-3-yl]-2,4,5,6-tetrahydro-1H-benzo[de]isoquinolin-1-one hydrochloride